acryloyloxy-2-isopropyladamantane C(C=C)(=O)OC12C(C3CC(CC(C1)C3)C2)C(C)C